FCCOC=1C=C(C=2N(C1)N=C1C2C=NN1)C=1C=CC(=NC1)N1CCN(CC1)C(=O)OC(C)(C)C tert-butyl 4-(5-(6-(2-fluoroethoxy)-1H-pyrazolo[3',4':3,4]pyrazolo[1,5-a]pyridin-4-yl)pyridin-2-yl)piperazine-1-carboxylate